(3R,5S)-5-(hydroxymethyl)-1-methylpyrrolidin OC[C@@H]1CCCN1C